1-(4-(dimethylamino)benzyl)-N-(4-hydroxybenzyl)-7-isobutyl-5-oxooctahydro-3aH-3,6-methanopyrrolo[3,2-b]pyridine-3a-carboxamide CN(C1=CC=C(CN2CC3C4(NC(C(C(C42)CC(C)C)C3)=O)C(=O)NCC3=CC=C(C=C3)O)C=C1)C